The molecule is a dipeptide zwitterion resulting from transfer of a proton from the carboxy to the amino group of S-[(E)-N-hydroxy-2-(indol-3-yl)ethanimidoyl]-L-cysteinylglycine; major species at pH 7.3. It is a tautomer of a S-[(E)-N-hydroxy-2-(indol-3-yl)ethanimidoyl]-L-cysteinylglycine. C1=CC=C2C(=C1)C(=CN2)C/C(=N\\O)/SC[C@@H](C(=O)NCC(=O)[O-])[NH3+]